3-[4-[2-chloro-6-(trifluoromethyl)pyrimidin-4-yl]pyrazol-1-yl]azetidine-1-carboxylic acid tert-butyl ester C(C)(C)(C)OC(=O)N1CC(C1)N1N=CC(=C1)C1=NC(=NC(=C1)C(F)(F)F)Cl